1-(3-((tert-butyldimethylsilyl)oxy)cyclobutyl)pyrrolidine-2,5-dione [Si](C)(C)(C(C)(C)C)OC1CC(C1)N1C(CCC1=O)=O